3-(((7-(2-Aminopyrimidin-4-yl)-2,3-dihydrofuro[3,2-c]pyridin-4-yl)amino)methyl)-5-fluoro-N-(2-azaspiro[3.5]nonan-7-yl)benzamide NC1=NC=CC(=N1)C=1C2=C(C(=NC1)NCC=1C=C(C(=O)NC3CCC4(CNC4)CC3)C=C(C1)F)CCO2